C1=NC=CC2=C(C=CC=C12)CNC1CC(C1)OC=1C=NC(=CC1)C(F)(F)F (1r,3r)-N-(isoquinolin-5-ylmethyl)-3-((6-(trifluoromethyl)pyridin-3-yl)oxy)cyclobutan-1-amine